OC(C1(CC(=NO1)CNC(=O)C1=NC=CC2=CC=CC=C12)C(=O)OCC)C1=CC=CC=C1 Ethyl 5-(hydroxy(phenyl)methyl)-3-((isoquinoline-1-carboxamido)methyl)-4,5-dihydroisoxazole-5-carboxylate